2,2-diphenylbenzo[d][1,3]dioxol-4-yl 3-(3,5-difluorophenethyl)-1H-pyrazole-5-carboxylate FC=1C=C(CCC2=NNC(=C2)C(=O)OC2=CC=CC=3OC(OC32)(C3=CC=CC=C3)C3=CC=CC=C3)C=C(C1)F